bicyclo[1.1.1]pentane-1,3-diyldimethanol C12(CC(C1)(C2)CO)CO